2-(2-((7-bromoquinolin-4-yl)oxy)ethyl)-6-(4-methylthiophene-2-yl)pyridazin-3(2H)-one BrC1=CC=C2C(=CC=NC2=C1)OCCN1N=C(C=CC1=O)C=1SC=C(C1)C